FC1(C[C@H](N(C1)C(=O)C=1N=C2N(N1)[C@@H](C[C@@H]2F)C2=CC=CC=C2)CF)F |r| [rac-(2S)-4,4-difluoro-2-(fluoromethyl)pyrrolidin-1-yl]-[rac-(5S,7S)-7-fluoro-5-phenyl-6,7-dihydro-5H-pyrrolo[1,2-b][1,2,4]triazol-2-yl]methanone